COC(=O)C1=CC2=NC(=CC=C2S1)Cl 5-chlorothieno[3,2-b]pyridine-2-carboxylic acid methyl ester